C(#N)C1=CC(=NC(=C1)N1C[C@H](OCC1)C)NC(C1=C(C=C(C=C1)NS(=O)(=O)CCO)N1CCC2(CC2)CC1)=O (R)-N-(4-cyano-6-(2-methylmorpholino)pyridin-2-yl)-4-((2-hydroxyethyl)sulfonamido)-2-(6-azaspiro[2.5]octan-6-yl)benzamide